1-(tert-butyl)-3-nitrobenzene C(C)(C)(C)C1=CC(=CC=C1)[N+](=O)[O-]